CC=1N=CN(C1)C=1C(=NC=CC1)N (4-methyl-1H-imidazol-1-yl)pyridin-2-amine